O=C\1\C(\CCC/C1=C\C=1C=C(C(=C(C=O)C1)O)Br)=C\C=1C=C(C(=C(C=O)C1)O)Br 5,5'-((1E,1'E)-(2-oxocyclohexane-1,3-diylidene)bis(methanylylidene))bis(3-bromo-2-hydroxybenzaldehyde)